methyl 2-acetyl-4-bromo-5-chloro-2,3-dihydrobenzofuran-2-carboxylate C(C)(=O)C1(OC2=C(C1)C(=C(C=C2)Cl)Br)C(=O)OC